O(C(=S)S)CC.C=CC propylene ethyl xanthate